O(C1=CC=CC=C1)C1=C(C(N(S(=O)(=O)[O-])S(=O)(=O)[O-])=CC=C1)S(=O)(=O)[O-] phenoxyanilinetrisulfonate